C(C)OC1=C2C(C(=C(NC2=C(C=N1)C)C)C=1OC=NN1)C1=C(C=C(C#N)C=C1)OC 4-(5-ethoxy-2,8-dimethyl-3-(1,3,4-oxadiazol-2-yl)-1,4-dihydro-1,6-naphthyridin-4-yl)-3-methoxybenzonitrile